N-acetyl-N-(4-methylthiazol-2-yl)acetamide C(C)(=O)N(C(C)=O)C=1SC=C(N1)C